NC1=NC(=NN1C1=NC=NC2=CC(=C(C=C12)OC)OC)NC=1C=CC(=C(C(=O)N)C1)N1CCN(CC1)C 5-(5-amino-1-(6,7-dimethoxyquinazolin-4-yl)-1H-1,2,4-triazol-3-ylamino)-2-(4-methylpiperazin-1-yl)benzamide